(5-chloro-1-(3-methoxybenzyl)-1H-indol-2-yl)(4-(pyrimidin-2-yl)piperazin-1-yl)methanone ClC=1C=C2C=C(N(C2=CC1)CC1=CC(=CC=C1)OC)C(=O)N1CCN(CC1)C1=NC=CC=N1